CC(C)(C(CC(C(CC)(C)C)=O)=O)C 2,2,6,6-Tetramethyl-3,5-octanedione